(tertiary butyl)dimethylsilicon C(C)(C)(C)[Si](C)C